(S)-2-[(S)-3-isobutyl-4-(o-nitrophenylsulfonyl)-2-oxo-1-piperazinyl]-4-Methylvaleric Acid C(C(C)C)[C@H]1C(N(CCN1S(=O)(=O)C1=C(C=CC=C1)[N+](=O)[O-])[C@H](C(=O)O)CC(C)C)=O